CC1=C(C=C(C=C1)N)N Tolylenediamine